2-(4-aminopiperidin-1-yl)-N-(2-(3-(diethylamino)-1H-pyrazol-1-yl)benzyl)-9-isopropyl-9H-purin-6-amine NC1CCN(CC1)C1=NC(=C2N=CN(C2=N1)C(C)C)NCC1=C(C=CC=C1)N1N=C(C=C1)N(CC)CC